(R)-N-(1-(pyridin-2-yl)ethyl)-5-(4-(trifluoromethyl)phenyl)-2-naphthalenecarboxamide N1=C(C=CC=C1)[C@@H](C)NC(=O)C1=CC2=CC=CC(=C2C=C1)C1=CC=C(C=C1)C(F)(F)F